NC1=C(C(=O)NC=2SC(=C(N2)C)C)C=CC(=C1)C 2-amino-N-(4,5-dimethylthiazol-2-yl)-4-methylbenzamide